N-(4-(8-(cyclopropylsulfonyl)-8-azabicyclo[3.2.1]oct-3-yl)-1H-pyrrolo[2,3-b]pyridin-6-yl)cyclopropylcarboxamide C1(CC1)S(=O)(=O)N1C2CC(CC1CC2)C2=C1C(=NC(=C2)NC(=O)C2CC2)NC=C1